4-(4-chloro-2-fluorophenyl)-3-(2,3-difluorophenyl)-5-neopentylpyrrolidine-2-carboxylic acid ClC1=CC(=C(C=C1)C1C(C(NC1CC(C)(C)C)C(=O)O)C1=C(C(=CC=C1)F)F)F